ClC1=C(C#N)C=C(C(=C1)N1C(CCCC1)CNCCOCOCC[Si](C)(C)C)[N+](=O)[O-] 2-chloro-4-(2-(10,10-dimethyl-5,7-dioxa-2-aza-10-silaundecyl)piperidin-1-yl)-5-nitrobenzonitrile